(4s,5S)-4-benzyl-5-methyl-4,5-dihydro-oxazol-2-ylamine C(C1=CC=CC=C1)[C@@H]1N=C(O[C@H]1C)N